((2-chloro-4-(trifluoromethyl)phenoxy)methyl)aniline ClC1=C(OCNC2=CC=CC=C2)C=CC(=C1)C(F)(F)F